FC1=C(C=C(C(=C1)F)C)OCCOC 1,5-difluoro-2-(2-methoxyethoxy)-4-methylbenzene